FC1=C(C=CC=C1)[C@H]1[C@@H](C1)C=1C=2N(N=C(C1)C=1C(NC(NC1)=O)=O)C=CN2 5-(8-((1R,2R)-2-(2-fluorophenyl)cyclopropyl)imidazo[1,2-b]pyridazin-6-yl)pyrimidine-2,4(1H,3H)-dione